FC(C1=NN=C(O1)C1=CC(=C(CN(C(=O)N2CCS(CC2)(=N)=O)C2=CC=C(C=C2)C=2OC=CC2)C=C1)F)F N-(4-(5-(difluoromethyl)-1,3,4-oxadiazol-2-yl)-2-fluorobenzyl)-N-(4-(furan-2-yl)phenyl)-1-iminothiomorpholine-4-carboxamide 1-oxide